(2R,3R,4R,5R)-5-((1H-tetrazol-1-yl)methyl)-2-(hydroxymethyl)tetrahydro-2H-pyran-3,4-diol N1(N=NN=C1)C[C@H]1[C@H]([C@H]([C@H](OC1)CO)O)O